C1(=CC=CC=C1)P(CP(C1=CC=CC=C1)C1=CC=CC=C1)C1=CC=CC=C1 1,1-Bis(diphenylphosphino)methane